F[C@@H]1[C@@H](C1)NC(=O)C=1C=NN2C1N=C(C=C2NC)NC=2C(N(C=CC2)C2CCC1(OCCO1)CC2)=O N-((1R,2S)-2-fluorocyclopropyl)-7-(methylamino)-5-((2-oxo-1-(1,4-dioxaspiro[4.5]decan-8-yl)-1,2-dihydropyridin-3-yl)amino)pyrazolo[1,5-a]pyrimidine-3-carboxamide